C(C[C@@H](C(=O)[O-])[NH3+])C[C@@H](C(=O)[O-])[NH3+] The molecule is a zwitterion that is derived from LL-2,6-diaminopimelic acid by deprotonation of both carboxylic acid groups and protonation of both amino groups. It has a role as an Escherichia coli metabolite. It is a tautomer of a LL-2,6-diaminopimelic acid.